1,2,3,4-tetrahydrocarbazole monosuccinate monohydrate O.C(CCC(=O)O)(=O)O.C1CCCC=2C3=CC=CC=C3NC12